3-chloro-2-fluoro-6-(4-(trifluoromethyl)-1H-1,2,3-triazol-1-ylphenyl)pyridine 1-oxide ClC=1C(=[N+](C(=CC1)C1=C(C=CC=C1)N1N=NC(=C1)C(F)(F)F)[O-])F